FC(N1N=CC(=C1)C1=NN=C(O1)C(=O)N1[C@H](C2=C(CC1)NC=N2)C2=NN1C(C(=CC=C1)OC)=C2)F (R)-(5-(1-(difluoromethyl)-1H-pyrazol-4-yl)-1,3,4-oxadiazol-2-yl)(4-(4-methoxypyrazolo[1,5-a]pyridin-2-yl)-6,7-dihydro-1H-imidazo[4,5-c]pyridin-5(4H)-yl)methanone